methylthieno[3,2-b]pyridin-7-amine hydrochloride Cl.CC1=CC2=NC=CC(=C2S1)N